(2S,3S,4R,5S,6S)-2-(acetoxymethyl)-6-(4-(7-chloro-2-methyl-4-oxoquinazolin-3(4H)-yl)phenoxy)tetrahydro-2H-pyran-3,4,5-triacetic acid C(C)(=O)OC[C@H]1O[C@H]([C@H]([C@@H]([C@@H]1CC(=O)O)CC(=O)O)CC(=O)O)OC1=CC=C(C=C1)N1C(=NC2=CC(=CC=C2C1=O)Cl)C